8-(4-hydroxyphenoxy)octanamine OC1=CC=C(OCCCCCCCCN)C=C1